BrC=1C(=C(C=O)C=C(C1)I)O 3-bromo-2-hydroxy-5-iodo-benzaldehyde